N[C@@H]1CN(CC12CC2)C2=C(C=C1C(C(=CN(C1=C2Cl)[C@H]2[C@H](C2)F)C(=O)O)=O)F 7-[(7S)-7-amino-5-azaspiro[2.4]hept-5-yl]-8-chloro-6-fluoro-1-[(1r,2S)-2-fluoro-1-cyclopropyl]-1,4-dihydro-4-oxo-3-quinolinecarboxylic acid